3,5-Di-n-butyl-1-ethyl-4-hydroxy-pyrazol C(CCC)C1=NN(C(=C1O)CCCC)CC